O[C@H](COC=1C=C(C=CC1)S(=O)(=O)NCC1CNCCC1)CNC1COC2(C1)CCN(CC2)S(=O)(=O)C2=CC1=CC=CC=C1C=C2 3-((2S)-2-hydroxy-3-(8-(naphthalen-2-ylsulfonyl)-1-oxa-8-azaspiro[4.5]dec-3-ylamino)propoxy)-N-(piperidin-3-ylmethyl)benzenesulfonamide